COC=1C=C(C=CC1OC)C=1N=C2N(C=CN=C2)C1NC1=CC=C(C=C1)OC 2-(3,4-dimethoxy-phenyl)-N-(4-methoxy-phenyl)imidazo[1,2-a]pyrazin-3-amine